C(#N)CC1=NN2C(N(C(N=C2N2C[C@H](N(C[C@@H]2C)C(=O)OC(C)(C)C)CC)=O)C)=C1 tert-butyl (2R,5S)-4-(7-(cyanomethyl)-1-methyl-2-oxo-1,2-dihydro pyrazolo[1,5-a][1,3,5]triazin-4-yl)-2-ethyl-5-methylpiperazine-1-carboxylate